(1R,2R)-N-(4-(6-butyryl-4-methylpyridin-3-yl)-1-cyanoimidazo[1,2-a][1,6]naphthyridin-8-yl)-2-fluorocyclopropane-1-carboxamide C(CCC)(=O)C1=CC(=C(C=N1)C=1C=2N(C3=CC(=NC=C3C1)NC(=O)[C@@H]1[C@@H](C1)F)C(=CN2)C#N)C